CN1N=C2C(=CC=C(C2=C1)N1CCNCC1)C(=O)NC=1C=C(C=2N(C1)C=C(N2)C)C(F)(F)F 2-methyl-N-[2-methyl-8-(trifluoromethyl)imidazo[1,2-a]pyridin-6-yl]-4-(piperazin-1-yl)indazole-7-carboxamide